(R)-1-methyl-N-(4-methyl-3-((1-(naphthalen-1-yl)ethyl)carbamoyl)phenyl)azetidine-3-carboxamide 2,2,2-trifluoroacetate FC(C(=O)O)(F)F.CN1CC(C1)C(=O)NC1=CC(=C(C=C1)C)C(N[C@H](C)C1=CC=CC2=CC=CC=C12)=O